O1C2=C(OCC1)C(=CC=C2)NC=2C=NC=1CCN(CC1C2)C=2C(=CC=1N(N2)C(C=CN1)=O)C 7-(3-((2,3-dihydrobenzo[b][1,4]dioxin-5-yl)amino)-7,8-dihydro-1,6-naphthyridin-6(5H)-yl)-8-methyl-4H-pyrimido[1,2-b]pyridazin-4-one